C(#N)C(CC(=O)OC(C)(C)C)(CCC(=O)OC)C1=C(C=CC=C1F)F 1-(tert-Butyl) 6-methyl 3-cyano-3-(2,6-difluorophenyl)hexanedioate